NC1=C(C(=NN1C1=CC=C(C=C1)F)C1=CC=C(C=C1)CNC(C1=C(C=CC=C1)OC)=O)C(=O)N 5-Amino-1-(4-fluorophenyl)-3-[4-[[(2-methoxybenzoyl)amino]methyl]phenyl]pyrazole-4-carboxamide